6-(4-Fluoro-3-methoxy-phenyl)-3-(4-isoquinolinyl)-1H-thieno[3,2-d]pyrimidine-2,4-dione FC1=C(C=C(C=C1)C1=CC=2NC(N(C(C2S1)=O)C1=CN=CC2=CC=CC=C12)=O)OC